CC1CNC(C1)=O 3-methyl-5-pyrrolidone